C[C@H]1N(CC[C@H]1OC=1C2=C(N=C(N1)Cl)C(=C(N=C2)Cl)Cl)C(=O)OC(C)(C)C tert-butyl (2R,3R)-2-methyl-3-(2,7,8-trichloropyrido[4,3-d]pyrimidine-4-yl)oxy-pyrrolidine-1-carboxylate